2-(2-bromo-propionyloxy)-pent-4-enoic acid BrC(C(=O)OC(C(=O)O)CC=C)C